FC=1C(=C2C=3CC4(CC4)CCC3NC2=CC1)C1CNCCC1 6-fluoro-5-(piperidin-3-yl)-1,2,4,9-tetrahydrospiro[carbazole-3,1'-cyclopropane]